OC1=CC=C(CCC(=O)[O-])C=C1 4-hydroxyhydrocinnamate